(3,4-dichloro-5-fluoro-1H-indol-2-yl)(4-(methyl-D-prolyl)piperazin-1-yl)methanone ClC1=C(NC2=CC=C(C(=C12)Cl)F)C(=O)N1CCN(CC1)C([C@@H]1N(CCC1)C)=O